C(C)OP(S)(OCCCC)=S O-ethyl-O'-n-butyl-dithiophosphoric acid